FC1=CC=C(C=C1)C1=C(C=C2CNC(C2=C1)=O)OC1CN(C1)C(=O)C1=NN2C(N=CC(=C2)C)=C1 6-(4-fluorophenyl)-5-((1-(6-methylpyrazolo[1,5-a]pyrimidine-2-carbonyl)azetidin-3-yl)oxy)isoindolin-1-one